COC(CNC(=O)C1CCN(CC1)C(=O)OCC1=CC=CC=C1)OC benzyl 4-((2,2-dimethoxyethyl)carbamoyl)piperidine-1-carboxylate